Cl.ClC1=C(C=CC=C1Cl)N1CCC2C(CC1)CNC2 6-(2,3-dichlorophenyl)decahydropyrrolo[3,4-d]azepine hydrochloride